di-iso-propylamine C(C)(C)NC(C)C